5-(2-(1,3-dimethyl-1H-pyrazol-4-yl)pyrazolo[5,1-b]thiazole-7-carboxamido)-6-methylnicotinic acid CN1N=C(C(=C1)C1=CN2C(S1)=C(C=N2)C(=O)NC=2C(=NC=C(C(=O)O)C2)C)C